C(C1=CC=C(C(=O)[O-])C=C1)(=O)[O-].[NH4+].[NH4+] diammonium terephthalate salt